N-[6-chloro-5-(trifluoromethyl)pyridin-2-yl]-N-methylcarbamic acid tert-butyl ester C(C)(C)(C)OC(N(C)C1=NC(=C(C=C1)C(F)(F)F)Cl)=O